benzyl 3-(((benzyloxy)carbonyl)amino)-4-hydroxyazepane-1-carboxylate C(C1=CC=CC=C1)OC(=O)NC1CN(CCCC1O)C(=O)OCC1=CC=CC=C1